ICC\C=C\CCCCCCCCC(OCC)OCC (3E)-1-iodo-13,13-diethoxy-3-tridecene